NC1=C(C(NC2=CC(=C(C=C12)F)C12CC(C1)C2)=O)C(=O)OCC ethyl 4-amino-7-(bicyclo[1.1.1]pentan-1-yl)-6-fluoro-2-oxo-1,2-dihydroquinoline-3-carboxylate